4-Bromo-1,1'-binaphthalin BrC1=CC=C(C2=CC=CC=C12)C1=CC=CC2=CC=CC=C12